FC=1C=C(C=CC1)S 3-fluorobenzenethiol